(1S,2S)-N-(8-amino-6-(4-(difluoromethyl)pyridin-3-yl)-2,7-naphthyridin-3-yl)-2-fluorocycloPropanecarboxamide NC=1N=C(C=C2C=C(N=CC12)NC(=O)[C@H]1[C@H](C1)F)C=1C=NC=CC1C(F)F